ClC=1C=C(C=CC1OCC1=NC=CC=C1F)NC1=NC(=CC(=N1)C=1C=C(C2=C(N(C(=N2)C)C(C)C)C1)F)C N-(3-chloro-4-((3-fluoropyridin-2-yl)methoxy)phenyl)-4-(4-fluoro-1-isopropyl-2-methyl-1H-benzimidazol-6-yl)-6-methylpyrimidin-2-amine